C1=CC=CC2=NC3=CC=CC=C3C(=C12)B(O)O acridine-9-ylboronic acid